N-phenyl-N'-[4-[(6-formamido-7-methoxy-4-quinolyl)oxy]phenyl]-1,1-cyclopropanedicarboxamide C1(=CC=CC=C1)NC(=O)C1(CC1)C(=O)NC1=CC=C(C=C1)OC1=CC=NC2=CC(=C(C=C12)NC=O)OC